2-cyano-3,3-bis(methylthio)acrylic acid C(#N)C(C(=O)O)=C(SC)SC